N,N'-di-t-butyl-ethylenediamine C(C)(C)(C)NCCNC(C)(C)C